4-fluoro-2,1,3-benzothiadiazole FC1=CC=CC2=NSN=C21